2,5,8,11-tetrabutyl-Perylene C(CCC)C1=CC=2C=3C=C(C=C4C=C(C=C(C5=CC(=CC(=C1)C52)CCCC)C43)CCCC)CCCC